4-(2-{[2-(Trifluoromethyl)phenyl]methoxy}pyrimidin-5-yl)-2H,4H,5H,6H,7H-pyrazolo[3,4-b]pyridin-6-one FC(C1=C(C=CC=C1)COC1=NC=C(C=N1)C1C=2C(NC(C1)=O)=NNC2)(F)F